C(C1=CC=CC=C1)OC(C1=CN=CC=C1)=O.C(C1=CN=CC=C1)(=O)O nicotinic acid benzyl-nicotinate